C(#N)CC=1N(C=2N(C(N=C(C2N1)N1C[C@H](N(C[C@@H]1CC)C(=O)OC(C)(C)C)CC)=O)C)C tert-butyl (2R,5S)-4-(8-(cyanomethyl)-3,9-dimethyl-2-oxo-3,9-dihydro-2H-purin-6-yl)-2,5-diethylpiperazine-1-carboxylate